NC1=C(C(=NC=C1)C(=O)OC)C Methyl 4-amino-3-methylpyridinecarboxylate